C(C1=CC=CC=C1)OC1=NOC(=C1)C 3-benzyloxy-5-methyl-isoxazole